(1S,2S)-2-((bis(benzyloxy)phosphoryl)oxy)cyclohexyl (chloromethyl) carbonate C(O[C@@H]1[C@H](CCCC1)OP(=O)(OCC1=CC=CC=C1)OCC1=CC=CC=C1)(OCCl)=O